CN1CCN(CC1)C1=NC=CC(=C1)NC=1N=CC2=C(N1)NC=C2C=2C=C1C=NC=NC1=CC2 N-(2-(4-methylpiperazin-1-yl)pyridin-4-yl)-5-(quinazolin-6-yl)-7H-pyrrolo[2,3-d]pyrimidin-2-amine